L-α-methyl-leucine C[C@](N)(CC(C)C)C(=O)O